2-[4-(1-isopropylpyrazol-4-yl)-3,5-dimethyl-pyrazol-1-yl]-N-(5-pyrazin-2-yl-2-pyridyl)acetamide C(C)(C)N1N=CC(=C1)C=1C(=NN(C1C)CC(=O)NC1=NC=C(C=C1)C1=NC=CN=C1)C